ClC=1C2=C(SC1C(=O)N[C@@H](C(=O)O)CC1=CC=CC=C1)C=C(C=C2)OC (R)-2-(3-chloro-6-methoxybenzo[b]thiophene-2-carboxamido)-3-phenylpropanoic acid